C(CCCCCCCCCCC)(=O)O.OCC(O)CO.OCC(O)CO.OCC(O)CO.OCC(O)CO.OCC(O)CO Pentaglycerin monolaurate